octadecane-1,11-diol C(CCCCCCCCCC(CCCCCCC)O)O